2-(2-(methylthio)ethoxy)acetic acid CSCCOCC(=O)O